N1=CN=C(C2=CC=CC=C12)OC(=O)N1CCNCC1 quinazolin-4-yl-piperazine-1-carboxylate